CC=1C=C(C=C2C(NC(=NC12)C1=NC=CC(=C1)C(F)(F)F)=O)OC1CN(C(CC1)=O)C 8-methyl-6-(1-methyl-6-oxo-piperidin-3-yloxy)-2-(4-trifluoromethyl-pyridin-2-yl)-3H-quinazolin-4-one